COC(C(C(C(C(C(C(C(C(C(C(C(F)(F)F)(F)F)(F)F)(F)F)(F)F)(F)F)(F)F)(F)F)(F)F)(F)F)(F)F)=O perfluorododecanoic acid methyl ester